N2-isobutyl-guanosine triphosphate P(O)(=O)(OP(=O)(O)OP(=O)(O)O)OC[C@@H]1[C@H]([C@H]([C@@H](O1)N1C=NC=2C(=O)NC(NCC(C)C)=NC12)O)O